Cyclobutanecarboxylic acid 7-[4-(4-benzo[b]thiophen-4-ylpiperazin-1-yl)butoxy]-4,4-dimethyl-2-oxo-3,4-dihydro-2H-quinolin-1-ylmethyl ester S1C2=C(C=C1)C(=CC=C2)N2CCN(CC2)CCCCOC2=CC=C1C(CC(N(C1=C2)COC(=O)C2CCC2)=O)(C)C